COC1=C(C=C(C=C1)OC)NC(=O)N1[C@@H](CC(C1)(C=1SC=CN1)C1=CC(=C(C=C1)C)F)C (2R)-N-(2,5-dimethoxyphenyl)-4-(3-fluoro-4-methylphenyl)-2-methyl-4-(thiazol-2-yl)pyrrolidine-1-carboxamide